C(C)SC1=C(C(=C2C(=N1)C=CS2)C)C(=O)NCC2=CC(=CC=C2)F 5-Ethylsulfanyl-N-[(3-fluorophenyl)-methyl]-7-methyl-thieno[3,2-b]pyridine-6-carboxylic acid amide